FC=1C=C(C=NC1C(NC)=O)C1CCN(CC1)C(=O)OC(C)(C)C tert-butyl 4-[5-fluoro-6-(methylcarbamoyl)pyridin-3-yl]piperidine-1-carboxylate